ClC1=CC=C(CN2[C@@]3(CCN(C3)C(=O)NC)C(N(CC2=O)C(C)C)=O)C=C1 (R)-6-(4-chlorobenzyl)-9-isopropyl-N-methyl-7,10-dioxo-2,6,9-triazaspiro[4.5]decane-2-carboxamide